Cl.NCC1CCC(N1CC)=O 5-(aminomethyl)-1-ethyl-pyrrolidin-2-one hydrochloride